4-(5-fluoro-2-isocyanato-3-isopropylphenyl)-pyridinecarbonitrile (S)-tetrahydrofuran-3-yl-methanesulfonate O1C[C@H](CC1)CS(=O)(=O)O.FC=1C=C(C(=C(C1)C1=CC(=NC=C1)C#N)N=C=O)C(C)C